N1C=C(C2=CC=CC=C12)CCNC=1C2=C(N=C(N1)C=1C=NC=C(C1)F)C(N(CC2)CC2=CC=CC=C2)(C)C N-(2-(1H-indol-3-yl)ethyl)-7-benzyl-2-(5-fluoropyridin-3-yl)-8,8-dimethyl-5,6,7,8-tetrahydropyrido[3,4-d]pyrimidin-4-amine